2-[4-[4-[6-(cyclopropylmethoxy)-3-pyridyl]-1-methyl-6-oxo-3-pyridyl]pyrazol-1-yl]-6-fluoro-benzonitrile C1(CC1)COC1=CC=C(C=N1)C=1C(=CN(C(C1)=O)C)C=1C=NN(C1)C1=C(C#N)C(=CC=C1)F